(NE)-2-methyl-N-[1-[6-methyl-4-oxo-2-(1-piperidyl)chromen-8-yl]ethylidene]propane-2-sulfinamide CC(C)(C)S(=O)/N=C(\C)/C=1C=C(C=C2C(C=C(OC12)N1CCCCC1)=O)C